FCC1CN2C(C(N(O1)C)=O)=C1C(=N2)CC(N(C1)C(=O)[O-])C 4-(fluoromethyl)-2,9-dimethyl-1-oxo-1,4,5,8,9,11-hexahydropyrido-[4',3':3,4]pyrazolo[5,1-d][1,2,5]oxadiazepine-10(2H)-carboxylate